ClC1=C(C(=O)C2=CNC3=C2C2=C(NC(C(N2)(C)CO)=O)C=N3)C=CC(=C1)OC1=NC=CC(=C1)C 9-(2-chloro-4-((4-methylpyridin-2-yl)oxy)benzoyl)-2-(hydroxymethyl)-2-methyl-1,2,4,7-tetrahydro-3H-pyrrolo[3',2':5,6]pyrido[3,4-b]pyrazin-3-one